CC(COC1=CC=C(C=C1)[C@H](C#CC)C(C(=O)O)C(=O)O)(C)C |r| 2-[(1R/S)-1-[4-(2,2-dimethylpropoxy)phenyl]but-2-yn-1-yl]malonic acid